COCCCN1CCC1 1-(3-methoxypropyl)azetidin